[OH-].N1C=NCC1 2-imidazoline hydroxide